3-(6-bromo-2-pyridyl)-6-isopropoxy-imidazo[1,2-a]pyrazine BrC1=CC=CC(=N1)C1=CN=C2N1C=C(N=C2)OC(C)C